N-[(S)-1-[(1,3-benzothiazol-2-yl)carbonyl]-4-guanidinobutyl](S)-2-[(S)-1-acetylamino-5-guanidinopentylcarbonylamino]-5-methylhexanamide S1C(=NC2=C1C=CC=C2)C(=O)[C@H](CCCNC(=N)N)NC([C@H](CCC(C)C)NC(=O)[C@H](CCCCNC(=N)N)NC(C)=O)=O